Cl.ClC(=O)N1CCC(CC1)N1CCCCC1 1-chlorocarbonyl-4-piperidinylpiperidine hydrochloride